C(=C)(C)C1=CC=C(C(=C)C)C=C1 4-isopropenyl-α-methylstyrene